O(O)C1(C(CCCCC1)=O)C 2-Hydroperoxy-2-methylcycloheptan-1-one